OC=1C=CC(=NC1C)C=1C=NN(C1NC(O[C@H](C)C1=C(C=CC=C1)Cl)=O)C (R)-1-(2-chlorophenyl)ethyl (4-(5-hydroxy-6-methylpyridin-2-yl)-1-methyl-1H-pyrazol-5-yl)carbamate